COC(C(C1=CC(=C(C=C1)Cl)Cl)Br)=O.C(C)(C)(C)OC(=O)N[C@@H](CNC(C(=O)OC)C1=CC(=C(C=C1)Cl)Cl)C methyl 2-(((R)-2-((tert-butoxycarbonyl)amino)propyl)amino)-2-(3,4-dichlorophenyl)acetate Methyl-2-bromo-2-(3,4-dichlorophenyl)acetate